FC(CC1=CC=CC=C1)(C1=CC(=CC=C1)C(C)C)F (R)-2,2-difluoro-2-(3-isopropylphenyl)-1-phenylethane